(1S,2R,4S,5R)-1-{[3,5-bis(trifluoromethyl)phenyl]-methyl}-5-ethenyl-2-[(S)-hydroxy(quinolin-4-yl)methyl]-1-azabicyclo[2.2.2]octan-1-ium fluoride [F-].FC(C=1C=C(C=C(C1)C(F)(F)F)C[N@@+]12[C@H](C[C@@H]([C@H](C1)C=C)CC2)[C@H](C2=CC=NC1=CC=CC=C21)O)(F)F